3-[(4-chloro-1H-1,3-benzodiazol-2-yl)amino]-N-methyl-3-[3-(trifluoromethyl)phenyl]propanamide ClC1=CC=CC=2NC(=NC21)NC(CC(=O)NC)C2=CC(=CC=C2)C(F)(F)F